C(CCCCC(C)(C)C)(=O)OOOC(C)(C)C tert-butylperoxy neononanoate